C(CCCCCCCCCCCCCCC)(=O)N[C@@H](CS)C(=O)O N-hexadecanoyl-cysteine